C1(CC1)C1=NN(C=N1)C1CC2(CN(C2)C(=O)N2CC(C2)C=2C=NC(=CC2)NC2CS(CC2)(=O)=O)C1 [6-(3-cyclopropyl-1,2,4-triazol-1-yl)-2-azaspiro[3.3]heptan-2-yl]-[3-[6-[(1,1-dioxothiolan-3-yl)amino]-3-pyridyl]azetidin-1-yl]methanone